5'-hydroxy-1'-(Oxohexan-2-yl)spiro[cyclopropane-1,3'-indole] OC=1C=C2C3(CN(C2=CC1)C(C)CCCC=O)CC3